C(C)C(COP(=O)(O)O)CCCC.P(OCC(CCCC)CC)(O)=O 2-ethylhexyl phosphonate mono-2-ethylhexyl-phosphate